3-(3-chloro-5-(trifluoromethyl)phenyl)-1-(1-methyl-4-nitro-1H-imidazol-5-yl)-1H-1,2,4-triazole ClC=1C=C(C=C(C1)C(F)(F)F)C1=NN(C=N1)C1=C(N=CN1C)[N+](=O)[O-]